2-chloro-N-((4,6-dimethyl-2-oxo-1,2-dihydropyridin-3-yl)methyl)-3-(ethyl-(tetrahydro-2H-pyran-4-yl)amino)-5-(trans-3-morpholinylcyclobutoxy)benzamide ClC1=C(C(=O)NCC=2C(NC(=CC2C)C)=O)C=C(C=C1N(C1CCOCC1)CC)O[C@@H]1C[C@H](C1)N1CCOCC1